6-[(2R,4S)-4-Fluoro-2-[3-fluoro-5-(methylsulfanyl)phenyl]pyrrolidin-1-yl]imidazo[1,2-b]pyridazine-3-carboxylic acid F[C@H]1C[C@@H](N(C1)C=1C=CC=2N(N1)C(=CN2)C(=O)O)C2=CC(=CC(=C2)SC)F